(2-Amino-2-iminoethyl)carbamic acid tert-butyl ester hydrochloride Cl.C(C)(C)(C)OC(NCC(=N)N)=O